7-[[3-(3-hydroxy-3-methyl-butyl)-1-methyl-2-oxo-benzoimidazol-5-yl]amino]-pyrazolo[1,5-a]pyrimidine-5-carboxylic acid ethyl ester C(C)OC(=O)C1=NC=2N(C(=C1)NC1=CC3=C(N(C(N3CCC(C)(C)O)=O)C)C=C1)N=CC2